bis(2,4-cyclopentadienyl)bis[2,6-difluoro-3-(1-pyridyl)phenyl]titanium (IV) C1(C=CC=C1)[Ti](C1=C(C(=CC=C1F)N1CC=CC=C1)F)(C1=C(C(=CC=C1F)N1CC=CC=C1)F)C1C=CC=C1